8-oxo-N-(4-phenylthiazol-2-yl)-8-(piperidin-1-yl)octanamide O=C(CCCCCCC(=O)NC=1SC=C(N1)C1=CC=CC=C1)N1CCCCC1